FC(C1=NN=C(O1)C1=CC=2N(C=C1)C=C(N2)CN(S(=O)(=O)C2CCN(CC2)S(=O)(=O)C)C2=CC(=CC=C2)F)F N-((7-(5-(difluoromethyl)-1,3,4-oxadiazol-2-yl)imidazo[1,2-a]pyridin-2-yl)methyl)-N-(3-fluorophenyl)-1-(methylsulfonyl)piperidine-4-sulfonamide